N,N-dimethyl-21-((1S,2R)-2-octylcyclopropyl)henicosan-10-amine CN(C(CCCCCCCCC)CCCCCCCCCCC[C@@H]1[C@@H](C1)CCCCCCCC)C